(1s,4s)-2'-bromo-4-(3-chloroanilino)-6'-methoxyspiro[cyclohexane-1,1'-indene]-4-carboxylic acid BrC=1C2(C3=CC(=CC=C3C1)OC)CCC(CC2)(C(=O)O)NC2=CC(=CC=C2)Cl